tert-butyl (2-amino-1-(2,4-difluorophenyl)-2-oxoethyl)carbamate NC(C(C1=C(C=C(C=C1)F)F)NC(OC(C)(C)C)=O)=O